C(C1=CC=CC=C1)(=O)NCC1=CC=2N(C=C1)N=CC2C(=O)NCC2=CC=CC=C2 5-(benzamidomethyl)-N-benzylpyrazolo[1,5-a]pyridine-3-carboxamide